FC1=C(C(=CC=C1)F)C1=CC(=C(N=N1)C(=O)N)NC=1C=NN(C1)CC1CN(C1)C 6-(2,6-difluorophenyl)-4-((1-((1-Methylazetidin-3-yl)methyl)-1H-pyrazol-4-yl)amino)pyridazine-3-carboxamide